NCC(C(=O)N)(CCCC(=O)N)C1CCCCC1 aminomethyl-cyclohexyl-adipamide